4-[5-(2-aminoethyl)pyrimidin-2-yl]-3-(2-methyl-5-propan-2-yl-pyrazol-3-yl)oxybenzonitrile NCCC=1C=NC(=NC1)C1=C(C=C(C#N)C=C1)OC=1N(N=C(C1)C(C)C)C